NC1=CC(=C(C=C1)C=1CN(CCC1)C(=O)OC(C)(C)C)C[S@](=O)C |r| (±)-tert-Butyl 3-(4-amino-2-(methylsulfinylmethyl)phenyl)-5,6-dihydropyridine-1(2H)-carboxylate